P(=O)(O)([O-])[O-].[K+].[K+] dipotassium hydrogenphosphat